C1(CC1)COC1=C(C=C(C=C1)S(=O)(=O)CC)C1=CN(C(C2=C1OCCN2)=O)C 8-[2-(Cyclopropylmethoxy)-5-ethylsulfonylphenyl]-6-methyl-3,4-dihydro-2H-pyrido[4,3-b][1,4]oxazin-5-on